(S)-4-Chloro-2-fluoro-N-(4-(morpholin-2-yl)-phenyl)-benzamid ClC1=CC(=C(C(=O)NC2=CC=C(C=C2)[C@H]2CNCCO2)C=C1)F